C[Si](C)(C)C#CC1=CN=CC(=N1)N1CC2(COC2)C1 6-(6-((trimethylsilyl)ethynyl)pyrazin-2-yl)-2-oxa-6-azaspiro[3.3]heptane